COC(=O)C1=CN(C=C1OC)C1=C(C=C(C=C1)F)F (2,4-difluorophenyl)-4-methoxy-1H-pyrrole-3-carboxylic acid methyl ester